C1(CCC1)OC1=CC=NC2=CC=C(C=C12)N1CC2(C1)CC(C2)\C=C\C=2C(=NOC2C2CC2)C=2C(=NC=CC2)C(F)(F)F (E)-4-Cyclobutoxy-6-(6-(2-(5-cyclopropyl-3-(2-(trifluoromethyl)pyridin-3-yl)isoxazol-4-yl)vinyl)-2-azaspiro[3.3]heptan-2-yl)chinolin